CN(C1CCC2(CCN(CC2)C(=O)NCC(F)(F)F)CC1)C=1C2=C(N=CN1)NC=C2 9-(methyl(7H-pyrrolo[2,3-d]pyrimidin-4-yl)amino)-N-(2,2,2-trifluoroethyl)-3-azaspiro[5.5]undecane-3-carboxamide